(1R,2R)-2-methoxycyclopentane-1-sulfonamide CO[C@H]1[C@@H](CCC1)S(=O)(=O)N